FC(CC1=NN=C2N1C1=C(C=C(C=C1C(=N2)NC2=CC(=CC(=C2)C#CC2(CC2)C)F)F)F)F (2,2-difluoroethyl)-7,9-difluoro-N-(3-fluoro-5-((1-methylcyclopropyl)ethynyl)phenyl)-[1,2,4]triazolo[4,3-a]quinazolin-5-amine